methyl (R)-2-bromo-3,3-dimethylbutanoate Br[C@@H](C(=O)OC)C(C)(C)C